1,4-bis(acryloylthiomethyl)benzene C(C=C)(=O)SCC1=CC=C(C=C1)CSC(C=C)=O